(2S,3R)-1-(4-(4,4-difluoro-1,2,3,4-tetrahydroisoquinolin-6-yl)-7,7-difluoro-6,7-dihydro-5H-cyclopenta[d]pyrimidin-2-yl)-2-methylazetidin-3-ol FC1(CNCC2=CC=C(C=C12)C=1C2=C(N=C(N1)N1[C@H]([C@@H](C1)O)C)C(CC2)(F)F)F